(-)-(S)-2,3,5,6-tetrahydro-6-phenylimidazo[2,1-b]thiazole monohydrochloride Cl.C1(=CC=CC=C1)[C@@H]1N=C2SCCN2C1